CN(C1CN(CC1)C(=O)C=1C=C2C(=NNC2=CC1)C#CC1=C(C=CC=C1)C1=CC=NC=C1)C (3-(dimethylamino)pyrrolidin-1-yl)(3-((2-(pyridin-4-yl)phenyl)ethynyl)-1H-indazol-5-yl)methanone